1-[2-(difluoromethoxy)-4-(trifluoromethyl)phenyl]-3H-pyrido[3,4-d]pyridazin-4-thione FC(OC1=C(C=CC(=C1)C(F)(F)F)C=1C2=C(C(NN1)=S)C=NC=C2)F